2-(2,6-dioxopiperidin-3-yl)-5-(1-(2-(4-((4-((6-hydroxy-2-(4-hydroxyphenyl)benzo[b]thiophen-3-yl)oxy)phenoxy)methyl)piperidin-1-yl)ethyl)piperidin-4-yl)isoindoline-1,3-dione O=C1NC(CCC1N1C(C2=CC=C(C=C2C1=O)C1CCN(CC1)CCN1CCC(CC1)COC1=CC=C(C=C1)OC=1C2=C(SC1C1=CC=C(C=C1)O)C=C(C=C2)O)=O)=O